NCCOCCOCCOCCOCCOCCOCCOCCOCCOC1=CC(=C(OC2=C(C=C(C(=O)OC)C=C2)Br)C(=C1)C)C methyl 4-{4-[(26-amino-3,6,9,12,15,18,21,24-octaoxahexacosan-1-yl)oxy]-2,6-dimethylphenoxy}-3-bromobenzoate